(+/-)-exo-cis-8-tert-Butyl 2-Methyl 3-(4-Methoxyphenyl)-8-azabicyclo[3.2.1]octane-2,8-dicarboxylate COC1=CC=C(C=C1)C1C(C2CCC(C1)N2C(=O)OC(C)(C)C)C(=O)OC